P(=O)(O)(O)CN(CP(=O)(O)O)CP(=O)(O)O N,N,N-tris(phosphonomethyl)amine